CC1=CC2=C(C3=CC=CC=C3C(=C2C=C1)C1=CC2=CC=CC=C2C=C1)C1=CC=CC2=CC=CC=C12 2-methyl-9-(naphthalen-1-yl)-10-(naphthalen-2-yl)anthracene